C1(CC1)CC(=O)O (cyclopropyl)ethanoic acid